2-Heptyl-5,6-dimethylbenzimidazole C(CCCCCC)C=1NC2=C(N1)C=C(C(=C2)C)C